3-(5-(4-((4-hydroxy-4-phenylpiperidin-1-yl)methyl)pyridin-2-yl)-1-oxoisoindolin-2-yl)piperidine-2,6-dione OC1(CCN(CC1)CC1=CC(=NC=C1)C=1C=C2CN(C(C2=CC1)=O)C1C(NC(CC1)=O)=O)C1=CC=CC=C1